TetraButylPhosphonium Acetate C(C)(=O)[O-].C(CCC)[P+](CCCC)(CCCC)CCCC